2-(3-hydroxyazetidin-3-yl)acetamide hydrochloride Cl.OC1(CNC1)CC(=O)N